The molecule is a tembetarine obtained by methylation of the tertiary amino function of (R)-reticuline. It has a role as a plant metabolite. It is a benzylisoquinoline alkaloid and a tembetarine. It derives from a (S)-reticuline. It is an enantiomer of a (R)-tembetarine. C[N+]1(CCC2=CC(=C(C=C2[C@@H]1CC3=CC(=C(C=C3)OC)O)O)OC)C